C(C)(CC)N1C2=C(OCC1=O)C=CC(=C2)C(=O)NO 4-(sec-butyl)-N-hydroxy-3-oxo-3,4-dihydro-2H-benzo[b][1,4]oxazine-6-carboxamide